ClC=1C(=CC(=NC1)OC)C1=CC(=NN1)C(=O)N1CCC(CC1)C(=O)NC1C(C1)C(F)(F)F 1-[5-(5-chloro-2-methoxypyridin-4-yl)-1H-pyrazole-3-carbonyl]-N-[2-(trifluoromethyl)cyclopropyl]piperidine-4-carboxamide